[Ni].[Sc] Scandium nickel